2,3-dioxosuccinate O=C(C(=O)[O-])C(C(=O)[O-])=O